5-(4,6-diphenyl-1,3,5-triazin-2-yl)-[1,1'-biphenyl]-2-ol C1(=CC=CC=C1)C1=NC(=NC(=N1)C1=CC=CC=C1)C1=CC=C(C(=C1)C1=CC=CC=C1)O